COC1=C(CNC2=NC=CC=3C(=CC=CC23)N)C=CC(=C1)OC N1-(2,4-dimethoxybenzyl)isoquinoline-1,5-diamine